benzyl-tert-butyl-bicyclo[1.1.1]pentane-1,3-dicarbamic acid C(C1=CC=CC=C1)C1(C2(CC1(C2)NC(=O)O)NC(=O)O)C(C)(C)C